P(=O)([O-])([O-])[O-].[La+3].[Na+] Sodium lanthanum phosphate